N-[4-(benzyloxy)butyl]-4-bromo-3-methyl-2-nitroaniline C(C1=CC=CC=C1)OCCCCNC1=C(C(=C(C=C1)Br)C)[N+](=O)[O-]